(3-(3-hydroxyoxetan-3-yl)phenyl)(3-(4-(trifluoromethyl)phenoxy)piperidin-1-yl)methanone OC1(COC1)C=1C=C(C=CC1)C(=O)N1CC(CCC1)OC1=CC=C(C=C1)C(F)(F)F